C(=S)=C1NC(C2=C(N1CC1=C(C=CC=C1)[C@@H]1NCC[C@H](C1)C(F)(F)F)C=CN2)=O |r| rac-2-thiocarbonyl-1-(2-((2r,4r)-4-(trifluoromethyl)piperidin-2-yl)benzyl)-1,2,3,5-tetrahydro-4H-pyrrolo[3,2-d]pyrimidin-4-one